FC1=C(C=C(C=C1)NCC1=CC=C(C=C1)C=1C=NN(C1)C(C)C)NC(CCC=1OC=CC1)=O N-(2-fluoro-5-((4-(1-isopropyl-1H-pyrazole-4-yl)benzyl)amino)phenyl)-3-(furan-2-yl)propanamide